FC(C1=CC=C(C=N1)OB(O)O)(F)F [6-(trifluoromethyl)-3-pyridinyl]Boric acid